4-isopropyl-5-(8-methoxy-[1,2,4]triazolo[1,5-a]pyridin-6-yl)-N-(piperidin-4-ylmethyl)-1H-pyrazole-3-carboxamide C(C)(C)C=1C(=NNC1C=1C=C(C=2N(C1)N=CN2)OC)C(=O)NCC2CCNCC2